2-(Difluoromethoxy)phenylisocyanat FC(OC1=C(C=CC=C1)N=C=O)F